C(C)OC(=O)C1(CC(=NO1)C1=C(C=C(C(=C1)C1=CC(=NC(=C1)OC)Cl)F)Cl)C 3-[2-chloro-5-(2-chloro-6-methoxy-4-pyridinyl)-4-fluoro-phenyl]-5-methyl-4H-isoxazole-5-carboxylic acid ethyl ester